2-oxo-5-(trifluoromethyl)-1,2-dihydropyridine-3-carboxylic acid O=C1NC=C(C=C1C(=O)O)C(F)(F)F